C(C)(C)C1=C(NC2=CC=C(C=C12)C1=NN=C(O1)NC)C1=CC(=NC=C1)C 5-(3-isopropyl-2-(2-methylpyridin-4-yl)-1H-indol-5-yl)-N-methyl-1,3,4-oxadiazol-2-amine